N1=C(C=CC=C1)SS[C@@H]1[C@H](CCCCC1)O |r| trans-(1SR,2SR)-2-(pyridin-2-yldisulfanyl)cycloheptan-1-ol